1,8-dichloro-9,10-diphenylethynyl-anthracene ClC#CC1=CC=CC2=C(C3=CC=CC(=C3C(=C12)C1=CC=CC=C1)Cl)C1=CC=CC=C1